O1N=CC(=C1)C=1C=CC2=C(N=C(O2)C2=CC(=NC=C2)C(=O)O)C1 4-(5-(isoxazol-4-yl)benzo[D]oxazol-2-yl)picolinic acid